ClC=1C=CC(=NC1)C1(OC2=C(O1)C=CC=C2C2CCN(CC2)CC2=NC1=C(N2C[C@H]2OCC2)C=C(C=C1OC(F)(F)F)C(=O)O)C ((4-(2-(5-chloropyridin-2-yl)-2-methylbenzo[d][1,3]dioxolan-4-yl)piperidin-1-yl)methyl)-1-(((S)-oxetan-2-yl)methyl)-4-(trifluoromethoxy)-1H-benzo[d]imidazole-6-carboxylic acid